C(#N)C=1C(N(C2=CC=CC=C2C1N1CCC(CC1)C=1C=C(C=CC1)NC(C1=CC=CC=C1)=O)C)=O N-{3-[1-(3-cyano-1-methyl-2-oxo-1,2-dihydroquinolin-4-yl)piperidin-4-yl]phenyl}benzamide